CSC1=CC=C(C=C1)CC1=CC=CC=C1 [4-(methylthio)phenyl]-phenylmethane